COC1=C(C=CC=C1)C1=CC=C(N=N1)NC1C[C@@H]2[C@@H](CN(C2)CC2CCOCC2)C1 (3aR,5s,6aS)-N-[6-(2-methoxy-phenyl)pyridazin-3-yl]-2-(tetrahydro-pyran-4-ylmethyl)-3,3a,4,5,6,6a-hexahydro-1H-cyclopenta[c]pyrrol-5-amine